[Si](C)(C)(C(C)(C)C)N1[C@@H](SC=C1)C(CO[Si](C)(C)C(C)(C)C)(C)O (S)-N-(tert-butyldimethylsilyl)-2-(1-((tert-butyldimethylsilyl)oxy)-2-hydroxypropan-2-yl)thiazole